1-(4-(1,4-dimethyl-1H-pyrazol-5-yl)-5-fluoropyrimidin-2-yl)-N-hydroxy-N-(thiazol-5-ylmethyl)piperidine-4-carboxamide CN1N=CC(=C1C1=NC(=NC=C1F)N1CCC(CC1)C(=O)N(CC1=CN=CS1)O)C